6-[4-(Difluoromethyl)phenyl]-N-[(cis)-4-hydroxytetrahydro-furan-3-yl]-3-oxo-2-(pyridin-3-yl)-2,3-dihydropyridazine-4-carboxamide FC(C1=CC=C(C=C1)C=1C=C(C(N(N1)C=1C=NC=CC1)=O)C(=O)N[C@@H]1COC[C@@H]1O)F